tert-butyl N-{7-methylthieno[3,2-c]pyridazin-4-yl}-N-(pyridin-4-ylmethyl)carbamate CC1=CSC2=C1N=NC=C2N(C(OC(C)(C)C)=O)CC2=CC=NC=C2